CN1C(=NC2=C(C=C(C=C2C1=O)C)S(=O)(=O)CCC(=O)OC)N1CCCCC1 methyl 3-((3,6-dimethyl-4-oxo-2-(piperidin-1-yl)-3,4-dihydroquinazolin-8-yl)sulfonyl)propanoate